benzyl ((4-(((2S)-1-((R)-2-amino-4-phenylbutanoyl)-4-(1H-pyrazol-1-yl)pyrrolidine-2-carboxamido)methyl)phenyl)(imino)methyl)carbamate N[C@@H](C(=O)N1[C@@H](CC(C1)N1N=CC=C1)C(=O)NCC1=CC=C(C=C1)C(=N)NC(OCC1=CC=CC=C1)=O)CCC1=CC=CC=C1